BrC1C(CC(N(C1)C(=O)OC(C)(C)C)C)=O tert-Butyl 5-bromo-2-methyl-4-oxopiperidine-1-carboxylate